CC1=C(C(=O)C(=C(C1=O)C)CCCCC#CCCCC#CCO)C The molecule is a member of the class of benzoquinones that is p-benzoquinone in which the hydrogens are substituted by three methyl groups and a 12-hydroxydodeca-5,10-diyn-1-yl group. It has a role as an EC 1.13.11.34 (arachidonate 5-lipoxygenase) inhibitor. It is a primary alcohol, an acetylenic compound and a member of 1,4-benzoquinones.